ClC=1N=C(C2=C(N1)C(=CS2)C)NCC2=CC=NC=C2 2-chloro-7-methyl-N-[(pyridin-4-yl)methyl]thieno[3,2-d]pyrimidin-4-amine